(1s,3s)-3-((2-methoxyethyl)(methyl)amino)cyclobutanol HCl salt Cl.COCCN(C1CC(C1)O)C